COCCN1C(C(CCC1)C1=CC=2C(=NC=CC2NC=2C=CC3=C(N=CS3)C2)S1)C N-(2-(1-(2-methoxy-ethyl)-2-methyl-piperidin-3-yl)thieno[2,3-B]pyridin-4-yl)benzo[d]thiazol-5-amine